N-((1s,2s)-2-methyl-1,2,3,4-tetrahydronaphthalen-1-yl)acetamide C[C@@H]1[C@@H](C2=CC=CC=C2CC1)NC(C)=O